benzyl (2R,6S)-4,4-difluoro-2,6-dimethylpiperidin-1-carboxylate FC1(C[C@H](N([C@H](C1)C)C(=O)OCC1=CC=CC=C1)C)F